4-(2,4-difluorobenzoyl)-piperidine hydrochloride Cl.FC1=C(C(=O)C2CCNCC2)C=CC(=C1)F